N[C@H](C(=O)NCCNC(CN1C(C=CC1=O)=O)=O)CCN(C(CO)=O)[C@H](C(C)(C)C)C=1N(C=C(C1)C1=C(C=CC(=C1)F)F)CC1=CC=CC=C1 (2S)-2-amino-4-[{(1R)-1-[1-benzyl-4-(2,5-difluorophenyl)-1H-pyrrol-2-yl]-2,2-dimethylpropyl}(glycoloyl)amino]-N-(2-{[(2,5-dioxo-2,5-dihydro-1H-pyrrol-1-yl)acetyl]amino}ethyl)butanamid